C(C)(C)(C)OC(N(C)CCOCCOCCNS(=O)(=O)C1=CC=C(C=C1)N)=O tert-butyl-N-[2-[2-[2-[(4-aminophenyl)sulfonylamino]ethoxy]ethoxy]ethyl]-N-methyl-carbamate